N1(CCCCC1)C1CCN(CC1)C1=C(C=C(C=C1)NC1=NC=C(C(=N1)N1CCC2(CCNC2=O)CC1)C)F 8-(2-((4-([1,4'-bipiperidin]-1'-yl)-3-fluorophenyl)amino)-5-methylpyrimidin-4-yl)-2,8-diazaspiro[4.5]decan-1-one